(S)-4-amino-7-chloro-N-methyl-N-(6-(pyridin-3-ylethynyl)-2,3-dihydrobenzofuran-3-yl)-1,3-dihydrofuro[3,4-c]quinoline-8-carboxamide NC1=NC=2C=C(C(=CC2C2=C1COC2)C(=O)N([C@@H]2COC1=C2C=CC(=C1)C#CC=1C=NC=CC1)C)Cl